3,6,9,12-tetraoxa-1-tridecanol C(COCCOCCOCCOC)O